3-nitrophenoxazine [N+](=O)([O-])C=1C=CC=2NC3=CC=CC=C3OC2C1